5H-[1,3]DIOXOLO[4,5-F]INDOL-7-YLBORONIC ACID O1COC=2C1=CC=1C(=CNC1C2)B(O)O